C[NH3+].P(=O)([O-])([O-])O.C[PH+](CCCCCCCCCCCCCC)C dimethyltetradecylphosphonium phosphate methylammonium salt